1-(((S)-oxetan-2-yl)methyl)-1H-imidazo[4,5-c]pyridine-6-carboxylic acid O1[C@@H](CC1)CN1C=NC=2C=NC(=CC21)C(=O)O